COC=1C=C2C=CC(=CC2=CC1)C(S\C(=C(\C)/N(C=O)CC=1C(=NC(=NC1)C)N)\CCO)=O (Z)-S-(2-(N-((4-amino-2-methylpyrimidin-5-yl)methyl)formamido)-5-hydroxypent-2-en-3-yl) 6-methoxynaphthalene-2-carbothioate